1-(2,6-dichlorophenyl)-6-oxo-1,6-dihydropyridazine-3-carboxylic acid ClC1=C(C(=CC=C1)Cl)N1N=C(C=CC1=O)C(=O)O